2'''-((cyclohexane-1,2-diyl)bis(nitrilo))tetraacetic acid C1(C(CCCC1)N(CC(=O)O)CC(=O)O)N(CC(=O)O)CC(=O)O